C1(=CC=CC=C1)CS(=O)(=O)OC1=C(O[C@@](C1=O)([2H])C1=C(C=CC(=C1)Cl)F)N (S)-2-amino-5-(5-chloro-2-fluorophenyl)-4-oxo-4,5-dihydrofuran-3-yl-5-d phenylmethanesulfonate